N-(4-fluoro-3-((5-(3-fluoro-4-(1-methyl-1,2,3,6-tetrahydropyridin-4-yl)phenyl)-2-((1-methyl-1H-pyrazol-4-yl)amino)pyrimidin-4-yl)amino)phenyl)acrylamide FC1=C(C=C(C=C1)NC(C=C)=O)NC1=NC(=NC=C1C1=CC(=C(C=C1)C=1CCN(CC1)C)F)NC=1C=NN(C1)C